N1N=CC(=C1)NC(=O)C1=NC=CN=C1 N-(1H-pyrazol-4-yl)pyrazine-2-carboxamide